methyl 8-bromo-9-(4-((1-(3-fluoropropyl)azetidin-3-yl)methyl)phenyl)-7-methyl-6,7-dihydro-5H-benzo[7]annulene-3-carboxylate BrC=1C(CCC2=C(C1C1=CC=C(C=C1)CC1CN(C1)CCCF)C=CC(=C2)C(=O)OC)C